4-[5-(1-hydroxy-1-methyl-ethyl)-2-[3-(4-piperidyl-methyl)cyclobutoxy]phenyl]-6-methyl-1H-pyrrolo[2,3-c]pyridin-7-one OC(C)(C)C=1C=CC(=C(C1)C=1C2=C(C(N(C1)C)=O)NC=C2)OC2CC(C2)CC2CCNCC2